8,8'-((8-HYDROXYOCTYL)AZANEDIYL)BIS(N,N-DIDECYLOCTANAMIDE) OCCCCCCCCN(CCCCCCCC(=O)N(CCCCCCCCCC)CCCCCCCCCC)CCCCCCCC(=O)N(CCCCCCCCCC)CCCCCCCCCC